6-((3-(((3-ethyl-2-oxo-1,2-dihydropyrido[3,4-b]pyrazin-7-yl)methyl)amino)cyclobutyl)amino)-N-methylpyridazine-3-carboxamide C(C)C=1C(NC2=C(N1)C=NC(=C2)CNC2CC(C2)NC2=CC=C(N=N2)C(=O)NC)=O